(S)-2,6-Dichloro-N-(2,4-dimethoxybenzyl)-4-(3-(dimethylamino)-3-(3-(trifluoro-methyl)phenethyl)piperidin-1-yl)-N-(pyrimidin-4-yl)benzenesulfonamide ClC1=C(C(=CC(=C1)N1C[C@@](CCC1)(CCC1=CC(=CC=C1)C(F)(F)F)N(C)C)Cl)S(=O)(=O)N(C1=NC=NC=C1)CC1=C(C=C(C=C1)OC)OC